C(C)OC(=O)C1CCN(CC1)C1=NC=C(C=C1Cl)C(NC=1SC(=C(N1)C=1SC=C(C1)Cl)N1CCN(CC1)C1CCCCC1)=O 1-(3-chloro-5-{[4-(4-chlorothien-2-yl)-5-(4-cyclohexylpiperazin-1-yl)-1,3-thiazol-2-yl]carbamoyl}pyridin-2-yl)piperidine-4-carboxylic acid ethyl ester